C(C)(C)(C)OC(=O)N1C(C2=CC=C(C(=C2CC1)F)OC(C)C)OCC1=CC=CC=C1 (benzyloxy)-5-fluoro-6-isopropoxy-3,4-dihydroisoquinoline-2(1H)-carboxylic acid tert-butyl ester